3-phenylseleno-1-propylamine C1(=CC=CC=C1)[Se]CCCN